2-(3-bromo-2-iodophenoxy)-1-(2,4-dichlorophenyl)ethan-1-ol BrC=1C(=C(OCC(O)C2=C(C=C(C=C2)Cl)Cl)C=CC1)I